OC1=C(C=O)C=C(C=C1C)C 2-HYDROXY-3,5-DIMETHYL-BENZALDEHYDE